2,6-dimethoxy-4-hydroxybenzaldehyde COC1=C(C=O)C(=CC(=C1)O)OC